6-[3-(3-tert-butyl-4-hydroxy-5-methylphenyl)propoxy]-2,4,8,10-tetra-tert-butyldibenzo[d,f][1,3,2]-dioxaphosphepin C(C)(C)(C)C=1C=C(C=C(C1O)C)CCCOP1OC2=C(C3=C(O1)C(=CC(=C3)C(C)(C)C)C(C)(C)C)C=C(C=C2C(C)(C)C)C(C)(C)C